[Si](C1=CC=CC=C1)(C1=CC=CC=C1)(C(C)(C)C)OC[C@H]1SC[C@H]2[C@@H]1OC(O2)(C)C (3aR,4R,6R,6aS)-6-(((tert-butyldiphenylsilyl)oxy)methyl)-2,2-dimethyltetrahydrothieno[3,4-d][1,3]dioxole